FC=1C(=[N+](C2=CC=CC=C2C1C(C)C)[O-])C1=C(C=CC=C1)C fluoro-4-isopropyl-2-(o-tolyl)quinoline 1-oxide